CC(CN)CC 2-methylbutylamine